C(C)N1C=C(C(C2=CC(=C(C=C12)N1CCN(CC1)C(C)=O)F)=O)C(C=CC1=CC=C(C=C1)O)=O 1-ethyl-6-fluoro-7-(4-acetylpiperazin-1-yl)-3-(4-hydroxy-cinnamoyl)-quinolin-4(1H)-one